2-[(4-{6-[(4-chloro-2-fluorobenzyl)oxy]pyridin-2-yl}piperidin-1-yl)methyl]-1-(2-methoxyethyl)-1H-imidazo[4,5-c]pyridine-6-carboxylic acid ClC1=CC(=C(COC2=CC=CC(=N2)C2CCN(CC2)CC=2N(C3=C(C=NC(=C3)C(=O)O)N2)CCOC)C=C1)F